7-(hydroxymethyl)-2-methylisoindolin-1-one OCC=1C=CC=C2CN(C(C12)=O)C